F[C@@H]1CN(CC[C@@H]1NC1=NN2C(C(=N1)OC)=C(C=C2)C=2C=CC1=C(N(C(=N1)C)CCF)C2)C(C)=O 1-((3R,4S)-3-fluoro-4-((5-(1-(2-fluoroethyl)-2-methyl-1H-benzo[d]imidazol-6-yl)-4-methoxypyrrolo[2,1-f][1,2,4]triazin-2-yl)amino)piperidin-1-yl)ethan-1-one